NCC=1C=C(C=CC1)C=1C=C(C2=C(C(=CO2)COC2=C(C=CC=C2)CC(=O)OCC)C1)NCCOC ethyl 2-(2-((5-(3-(aminomethyl)phenyl)-7-((2-methoxyethyl)amino)benzofuran-3-yl)methoxy)phenyl)acetate